Cl.CC=1N=CN(C1)C=1C=C(C(=NC1)C=1SC=2N=C(SC2N1)N(C1CCNCC1)C)O 5-(4-methyl-1H-imidazol-1-yl)-2-{5-[methyl(piperidin-4-yl)amino][1,3]thiazolo[5,4-d][1,3]thiazol-2-yl}pyridin-3-ol hydrochloride